C(#N)CC=1NC=CN1 Cyanomethylimidazole